tert-butyl rac-(3S)-5-[3-fluoro-5-methoxy-2-[[6-methyl-4-(methylamino)-2-pyridyl]amino]-4-pyridyl]-3-hydroxy-2,3,4,7-tetrahydroazepine-1-carboxylate FC=1C(=NC=C(C1C=1C[C@@H](CN(CC1)C(=O)OC(C)(C)C)O)OC)NC1=NC(=CC(=C1)NC)C |r|